2-Methyl-1-phenylpropan-2-ylcinnamat CC(CC1=CC=CC=C1)(C)OC(C=CC1=CC=CC=C1)=O